(S)-(1-cyano-2-(2-fluoro-4-(2-methyl-3-oxoisoindolin-5-yl)phenyl)ethyl)carbamic acid tert-Butyl ester C(C)(C)(C)OC(N[C@@H](CC1=C(C=C(C=C1)C=1C=C2C(N(CC2=CC1)C)=O)F)C#N)=O